Acryloxybenzoic acid C(C=C)(=O)OC1=C(C(=O)O)C=CC=C1